5-iodo-[1,2,4]triazolo[1,5-a]pyridin-6-amine IC1=C(C=CC=2N1N=CN2)N